4-[3-(4-Pyrimidin-5-ylphenyl)prop-2-enoyl]benzoic acid N1=CN=CC(=C1)C1=CC=C(C=C1)C=CC(=O)C1=CC=C(C(=O)O)C=C1